OC1=C(C2=CC=CC=C2C=C1)C=1C=C2C=3C=CC=CC3CC2=CC1 6-(2-hydroxynaphthyl)fluorene